C(C)(C)(C)OC(=O)N1C=C(C2=CC=CC=C12)CC(=O)N(C(C)C)C(C)C 3-(2-(diisopropylamino)-2-oxoethyl)-1H-indole-1-carboxylic acid tert-butyl ester